anti-dimethyl-styrene CC(=CC1=CC=CC=C1)C